P(O)(=O)(OP(=O)(O)OP(=O)(O)O)OC[C@@H]1[C@H]([C@H]([C@@H](O1)C1=CN(C(=O)NC1=O)CC1CCCCCCC1)O)O 1-cyclooctylmethyl-pseudouridine triphosphate